(3R,4R)-4-Fluoro-1-methylpyrrolidin F[C@@H]1CCN(C1)C